(S)-ethyl 8-(2-amino-6-((R)-1-(4'-(dimethylcarbamoyl)-3-(3-methyl-1H-pyrazol-1-yl)-[1,1'-biphenyl]-4-yl)-2,2,2-trifluoroethoxy)pyrimidin-4-yl)-2,8-diazaspiro[4.5]decane-3-carboxylate NC1=NC(=CC(=N1)N1CCC2(C[C@H](NC2)C(=O)OCC)CC1)O[C@@H](C(F)(F)F)C1=C(C=C(C=C1)C1=CC=C(C=C1)C(N(C)C)=O)N1N=C(C=C1)C